ClC1=NC=2C(=CC=CC2C=2N1N=C(N2)C=2C(=NN(C2)CC)C)SC 5-chloro-2-(1-ethyl-3-methyl-1H-pyrazol-4-yl)-7-(methylsulfanyl)[1,2,4]triazolo[1,5-c]quinazoline